BrC1=C(C(=O)OC)C=CC(=N1)C(F)(F)F methyl 2-bromo-6-(trifluoromethyl)nicotinate